C(C)(C)(C)SC=1C(=C(C=CC1)N1CCNCC1)Cl 1-[3-(tert-butylsulfanyl)-2-chlorophenyl]piperazine